FC(OC1=CC=C(C=C1)C(CC(C)C)O)F 1-(4-(difluoromethoxy)phenyl)-3-methylbutan-1-ol